N[C@](C=O)(O)[C@H](O)[C@H](O)[C@@H](O)C L-2-aminofucose